C(C)C1=C(N=C2N1C=CC=C2N[C@H]2[C@H](CN(CC2)C)F)C#CCNC2=C(C=C(C=C2)S(=O)(=O)C)OC (3S,4R)-N-(3-ethyl-2-{3-[(4-methanesulfonyl-2-methoxyphenyl)amino]prop-1-yn-1-yl}imidazo[1,2-a]pyridin-8-yl)-3-fluoro-1-methylpiperidin-4-amine